OC1=CC=C(C=C1)C1=CC=C2C=CC=C3CC(C1=C32)=O 8-(4-hydroxyphenyl)-2H-acenaphthylene-1-one